N-ethyl-pyrrolecarboxylic acid C(C)N1C(=CC=C1)C(=O)O